2-(3,4-dimethoxyphenyl)-7-[4-(propan-2-ylamino)piperidin-1-yl]-4H-pyrido[1,2-a]pyrimidin COC=1C=C(C=CC1OC)C=1N=C2N(CC1)C=C(C=C2)N2CCC(CC2)NC(C)C